2,2-dimethylpropyl pivalate carbamate C(N)(O)=O.C(C(C)(C)C)(=O)OCC(C)(C)C